cobalt (glycyl-L-glutamic acid) NCC(=O)N[C@@H](CCC(=O)O)C(=O)O.[Co]